N,N-dimethyl-N-propyl-N-Hexylammonium bis(trifluoromethanesulfonyl)imide [N-](S(=O)(=O)C(F)(F)F)S(=O)(=O)C(F)(F)F.C[N+](CCCCCC)(CCC)C